DIPHOSPHONITE P([O-])OP[O-]